FC=1C=CC=C2C(=CN=CC12)I 8-fluoro-4-iodoisoquinoline